(1r,1'r,2s,2's)-((2-iodo-1,3-phenylene)bis(oxy)bis(3-(tert-butyldiphenylsiloxy)-1-(4-nitrophenyl)propane-1,2-diyl))bis(benzamide) IC1=C(C=CC=C1O[C@H]([C@H](CO[Si](C1=CC=CC=C1)(C1=CC=CC=C1)C(C)(C)C)C1=C(C(=O)N)C=CC=C1)C1=CC=C(C=C1)[N+](=O)[O-])O[C@H]([C@H](CO[Si](C1=CC=CC=C1)(C1=CC=CC=C1)C(C)(C)C)C1=C(C(=O)N)C=CC=C1)C1=CC=C(C=C1)[N+](=O)[O-]